C(C)OC1=C(C=C(C=C1)S(=O)(=O)N1CC(C1)CNC(OC(C)(C)C)=O)C=1NC(C2=C(N1)C(=NN2C)CCC)=O tert-butyl ((1-((4-ethoxy-3-(1-methyl-7-oxo-3-propyl-6,7-dihydro-1H-pyrazolo[4,3-d]pyrimidin-5-yl)phenyl) sulfonyl)azetidin-3-yl)methyl)carbamate